(4R,10aS)-2-benzyl-4-methyl-3,4,7,8,10,10a-hexahydro-1H-pyrazino[1,2-d][1,4]diazepine-6,9-dione C(C1=CC=CC=C1)N1C[C@H]2N(C(CNC(C2)=O)=O)[C@@H](C1)C